C(#C)C1=CC(=C(C=N1)C1=C(C2=C(N=CN=C2N)N1)C1=CC=C(C=C1)OC1=NC=CC(=N1)C)C 6-(6-ethynyl-4-methylpyridin-3-yl)-5-(4-((4-methylpyrimidin-2-yl)oxy)phenyl)-7H-pyrrolo[2,3-d]pyrimidin-4-amine